ClC(OC1=CC=C(C=C1)NC(C1=CN=C(C(=C1)NC(=S)NC1=CC=C(C=C1)OC)N1C[C@@H](CC1)O)=O)(F)F (R)-N-(4-(chlorodifluoromethoxy)phenyl)-6-(3-hydroxypyrrolidin-1-yl)-5-(3-(4-methoxyphenyl)thioureido)nicotinamide